C(CCCCCC)OCCCCO 4-(n-heptyloxy)-1-butanol